6-METHYLPYRIDINE-2-BORONIC ACID CC1=CC=CC(=N1)B(O)O